FC=1C(=CC2=C(C(NC=3CNC[C@@H](C23)N(C(=O)C=2NC3=CC(=C(C=C3C2)F)F)C)=O)C1)F |r| Racemic-N-(8,9-difluoro-6-oxo-1,2,3,4,5,6-hexahydrobenzo[c][1,7]naphthyridin-1-yl)-5,6-difluoro-N-methyl-1H-indole-2-carboxamide